(S)-5-(((4-(3-chloro-4-(2-chloro-3-((2-fluoro-3-(((S)-3-hydroxypyrrolidin-1-yl)methyl)phenyl)amino)phenyl)pyridin-2-yl)-2-methoxybenzyl)amino)methyl)pyrrolidin-2-one ClC=1C(=NC=CC1C1=C(C(=CC=C1)NC1=C(C(=CC=C1)CN1C[C@H](CC1)O)F)Cl)C1=CC(=C(CNC[C@@H]2CCC(N2)=O)C=C1)OC